C(C)N(CCN(CCOC(=O)OC(CCCCCC(C(=O)[O-])(CCCCCCCC)CCCCCC)CCCCCC(C(=O)[O-])(CCCCCCCC)CCCCCC)CC)CC 6-(((2-((2-(Diethylamino)ethyl)(ethyl)amino)ethoxy)-carbonyl)oxy)undecan-1,11-diylbis(2-hexyldecanoat)